2-bromo-1-(4-(phenylthio)phenyl)butan-1-one BrC(C(=O)C1=CC=C(C=C1)SC1=CC=CC=C1)CC